1-acryloyl-4-(3-(4-(trifluoromethyl)phenyl)-1H-pyrazolo[4,3-b]pyridin-1-yl)pyrrolidine-3-carbonitrile C(C=C)(=O)N1CC(C(C1)N1N=C(C2=NC=CC=C21)C2=CC=C(C=C2)C(F)(F)F)C#N